5-[[5-[(5-chloro-3-fluoro-2-pyridyl)oxy]-4-methyl-3-pyridyl]methyl]pyridin-2-amine ClC=1C=C(C(=NC1)OC=1C(=C(C=NC1)CC=1C=CC(=NC1)N)C)F